BrC1=C(C=C(/C=C/C2=COC=C2)C=C1OC)OC (E)-3-(4-bromo-3,5-Dimethoxystyryl)furan